2-(3-bromo-5-cyclopropylphenoxy)-5-fluoro-1,3-dimethylbenzene BrC=1C=C(OC2=C(C=C(C=C2C)F)C)C=C(C1)C1CC1